2-(4-{[trans-4-{[4-(pentafluoro-λ6-sulfanyl)phenyl]amino}cyclohexyl]sulfonyl}phenyl)-4H,5H,6H,7H-thieno[3,2-c]pyridin-4-one FS(C1=CC=C(C=C1)N[C@@H]1CC[C@H](CC1)S(=O)(=O)C1=CC=C(C=C1)C1=CC=2C(NCCC2S1)=O)(F)(F)(F)F